CN(C)CC1=CC(=CC=C1)Cl N,N-dimethyl-3-chlorobenzylamine